Bis[3-(trimethylammonio)propyl]ferrocene tert-butyl-4-[1-[5-(difluoromethyl)-1,3,4-thiadiazol-2-yl]-3-ethyl-6-fluorosulfonyl-2-oxo-benzimidazol-4-yl]piperazine-1-carboxylate C(C)(C)(C)OC(=O)N1CCN(CC1)C1=CC(=CC=2N(C(N(C21)CC)=O)C=2SC(=NN2)C(F)F)S(=O)(=O)F.C[N+](CCC[C-]2C=CC=C2)(C)C.[C-]2(C=CC=C2)CCC[N+](C)(C)C.[Fe+2]